1-(7,8-difluoroquinolin-3-yl)-3,3,4-trimethyl-3,4-dihydro-1H-2,1-benzothiazin-4-ol 2,2-dioxide FC1=CC=C2C=C(C=NC2=C1F)N1S(C(C(C2=C1C=CC=C2)(O)C)(C)C)(=O)=O